(((4h,5h,6h,7h-pyrazolo(1,5-a)pyridin-4-ylmethoxy)methanesulfonyl)amino)amine N1=CC=C2N1CCCC2COCS(=O)(=O)NN